ICC(=O)NCCCC(C(C(C(F)(F)F)(F)F)(F)F)(F)F 2-iodo-N-(4,4,5,5,6,6,7,7,7-nonafluoroheptyl)acetamide